propenylpyrazine C(=CC)C1=NC=CN=C1